BrC1=CC(=C(C=C1)N1N=C(N=C1C1=C(C=C(C=C1)F)F)OCC(=O)O)F {[1-(4-bromo-2-fluorophenyl)-5-(2,4-difluorophenyl)-1H-1,2,4-triazol-3-yl]oxy}acetic acid